[Si](C)(C)(C(C)(C)C)OC[C@@H]1[C@H]([C@H]([C@@H](O1)N1C(N=C(C=C1)NC(C1=CC=CC=C1)=O)=O)OC)O N-(1-((2R,3R,4R,5R)-5-(((tert-butyldimethylsilyl)oxy)methyl)-4-hydroxy-3-methoxytetrahydrofuran-2-yl)-2-oxo-1,2-dihydropyrimidin-4-yl)benzamide